Methyl-5-amino-8-(2,6-dimethyl-4-pyridinyl)-2-[2-(4-fluorophenyl)ethyl]-7-phenyl-[1,2,4]triazolo[4,3-c]pyrimidin-3-one CN1N(C(N2C(N=C(C(=C21)C2=CC(=NC(=C2)C)C)C2=CC=CC=C2)N)=O)CCC2=CC=C(C=C2)F